Cl.N[C@@H](COC1=C(C(=O)N[C@@H](CC(=O)OCC=C)C(=O)OCC2=CC=CC=C2)C=C(C(=C1)OC)OC)CC1=CC=CC=C1 4-allyl 1-benzyl (2-((R)-2-amino-3-phenylpropoxy)-4,5-dimethoxybenzoyl)-L-aspartate HCl